(S)-tert-butyl ((6-(3-bromo-2-chlorophenyl)-4-chloro-2-methoxypyridin-3-yl)methyl)((5-oxopyrrolidin-2-yl)methyl)carbamate BrC=1C(=C(C=CC1)C1=CC(=C(C(=N1)OC)CN(C(OC(C)(C)C)=O)C[C@H]1NC(CC1)=O)Cl)Cl